[N+](=O)([O-])C1=C(C=CC=C1)C1=C(NC=C1C(=O)NCC1OCCC1)C1=CC=C(C=C1)C(F)(F)F (2-Nitrophenyl)-N-((tetrahydrofuran-2-yl)methyl)-2-(4-(trifluoromethyl)phenyl)Azole-4-carboxamide